ethyl (2Z)-3-(2-bromo-6-fluoro-phenyl)-2-[[2-(difluoromethoxy)-4-pyridyl]hydrazono]-3-oxo-propanoate BrC1=C(C(=CC=C1)F)C(/C(/C(=O)OCC)=N/NC1=CC(=NC=C1)OC(F)F)=O